C1(CC1)CC(=O)O 2-(1-Cyclopropyl)acetic acid